N-(5-(4-(4-(azetidin-1-ylmethyl)-3-methyl-1H-pyrazol-1-yl)pyrimidin-2-ylamino)-2-morpholinophenyl)acrylamide N1(CCC1)CC=1C(=NN(C1)C1=NC(=NC=C1)NC=1C=CC(=C(C1)NC(C=C)=O)N1CCOCC1)C